N-((7,8-Dihydro-5H-[1,3]dioxolo[4,5-g]isochromen-8-yl)methyl)-N-(2,2-dimethoxyethyl)-1,1,1-trifluoromethanesulfonamide O1COC=2C1=CC=1C(COCC1C2)CN(S(=O)(=O)C(F)(F)F)CC(OC)OC